Cl.N[C@@H]1C[C@@H](CC1)C(=O)OC methyl (1R,3S)-3-aminocyclopentanecarboxylate hydrochloride